3-((4-(4-chlorophenyl)piperazin-1-yl)methyl)-N-methyl-N-((1-methylpiperidin-2-yl)methyl)-4-(trifluoromethyl)aniline ClC1=CC=C(C=C1)N1CCN(CC1)CC=1C=C(N(CC2N(CCCC2)C)C)C=CC1C(F)(F)F